CC(=C)C1=CC=C(C=C1)Cl alpha-methyl-p-chlorostyrene